NC1=NC(=C(C(=C1C#N)C1=CC=C(C=C1)N1CC(C1)OC)C#N)SCC=1C=NC=CC1 2-amino-4-(4-(3-methoxy-azetidin-1-yl)phenyl)-6-((pyridin-3-ylmethyl)thio)-pyridine-3,5-dicarbonitrile